4-(3-(Piperazin-1-yl)azetidin-1-yl)-6-(4H-spiro[furo[3,4-d]thiazole-6,4'-piperidin]-1'-yl)-2-(trifluoromethyl)nicotinonitrile N1(CCNCC1)C1CN(C1)C1=CC(=NC(=C1C#N)C(F)(F)F)N1CCC2(CC1)OCC=1N=CSC12